3-(4,7-Dimethoxybenzofuran-5-yl)-1-(3'-aminophenyl)-propan-1-one COC1=C(C=C(C2=C1C=CO2)OC)CCC(=O)C2=CC(=CC=C2)N